C(C)N(C(O)=O)C(C(=NNC1=CC(=C(C(=C1)Cl)OC1=CN(C(C(=C1)C)=O)C(C)C)Cl)C#N)=O.CC=1C2=CC=C(C(=C2C(=CC1)C)CO)CO 5,8-dimethylnaphthalenedimethanol ethyl-(2-cyano-2-(2-(3,5-dichloro-4-((1-isopropyl-5-methyl-6-oxo-1,6-dihydropyridin-3-yl)oxy)phenyl)hydrazineylidene)acetyl)carbamate